N-[2-(3,3-difluoropyrrolidin-1-yl)-4-(2-fluoro-phenyl)-3-pyridyl]-4-[2-(trifluoromethyl)phenoxy]piperidine-1-carboxamide FC1(CN(CC1)C1=NC=CC(=C1NC(=O)N1CCC(CC1)OC1=C(C=CC=C1)C(F)(F)F)C1=C(C=CC=C1)F)F